(3,4-Diethoxy-phenyl)-[4-(2-phenyl-ethyl)piperazin-1-yl]methanone C(C)OC=1C=C(C=CC1OCC)C(=O)N1CCN(CC1)CCC1=CC=CC=C1